P(=O)(O)(O)OC[C@@H]1[C@H]([C@H]([C@@H](O1)N1C=[N+](C=2C(=O)NC(N)=NC12)C)O)O N7-methyl-guanosine-5'-monophosphate